ClC1=CC(=C(C(=O)OC)C=C1)N1C(C=C(C=C1)C=C)=O methyl 4-chloro-2-(2-oxo-4-vinylpyridin-1(2H)-yl)benzoate